1-(2,6-diazaspiro[3.3]-heptan-2-yl)ethan-1-one oxalate C(C(=O)O)(=O)O.C1N(CC12CNC2)C(C)=O